C1(=CC=CC=C1)N1C2=C(C(=C(C(=C2C=2C(=C(C3=C(C12)NC=1C(=C(C(=C(C13)[2H])[2H])[2H])[2H])[2H])[2H])[2H])[2H])[2H])[2H] 11,12-dihydro-11-phenylindolo[2,3-a]carbazole-1,2,3,4,5,6,7,8,9,10-d10